C(#N)CC(=O)N1C[C@@H](CCC1)NC1=C2C(=NC=C1C(=O)OC(C)C)NC=C2 isopropyl (R)-4-((1-(2-cyanoacetyl)piperidin-3-yl)amino)-1H-pyrrolo[2,3-b]pyridine-5-carboxylate